FC1=C(C=C(C=C1)F)[C@@H]1N(CCC1)C1=CC=C2C(=N1)N(C=N2)C(=O)NCC=2C=NN(C2)C (R)-5-(2-(2,5-Difluorophenyl)pyrrolidin-1-yl)-N-((1-methyl-1H-pyrazol-4-yl)methyl)-3H-imidazo[4,5-b]pyridine-3-carboxamide